(S)-6-methyl-octanoic acid C[C@H](CCCCC(=O)O)CC